C(C)OC1=NC=CC(=N1)C1=CC=2C=NC(=CC2N1)NC(=O)C=1C(=NN(C1)CCO)C N-(2-(2-ethoxypyrimidin-4-yl)-1H-pyrrolo[3,2-c]pyridin-6-yl)-1-(2-hydroxyethyl)-3-methyl-1H-pyrazole-4-carboxamide